bis(diethylamino)methyl-(1-methylene-2-propenyl)silane C(C)N(CC)C(N(CC)CC)[SiH2]C(C=C)=C